C(C)N1N=C2C(=NNC(C2=C1)=O)C(=O)O 2-ethyl-4-oxo-5H-pyrazolo[3,4-d]pyridazine-7-carboxylic acid